NC=1C2=C(N=CN1)N(C=C2C2=CC(=C(C=C2)OCC2=NC=CC=C2)Cl)C2CN(CCC2)C(C=C)=O 1-(3-(4-amino-5-(3-chloro-4-(pyridin-2-ylmethoxy)phenyl)-7H-pyrrolo[2,3-d]pyrimidin-7-yl)piperidin-1-yl)prop-2-en-1-one